NC1=C(C=2C(=NC=C(C2S1)F)C=1C2=C(C=3C=NC(=NC3C1F)OC[C@H]1N(CCOC1)C)COC2)C#N 2-Amino-7-fluoro-4-[5-fluoro-3-[[(3S)-4-methylmorpholin-3-yl]methoxy]-7,9-dihydrofuro[3,4-f]quinazolin-6-yl]thieno[3,2-c]pyridine-3-carbonitrile